Tert-butyl-(R)-3-(4-cyclohexyl-1,2,3,4-tetrahydroquinoxaline-1-carboxamido)pyrrolidine C(C)(C)(C)N1C[C@@H](CC1)NC(=O)N1CCN(C2=CC=CC=C12)C1CCCCC1